3-(4-((benzyloxy)methyl)-3,5-difluorophenyl)propionic acid C(C1=CC=CC=C1)OCC1=C(C=C(C=C1F)CCC(=O)O)F